2-(2-isopropyl-5-oxo-pyrrolidin-1-yl)acetamide C(C)(C)C1N(C(CC1)=O)CC(=O)N